ClC1=CC(=C(OCC2=C(C=C(C=C2)C2C=3C(NC(C2)=O)=NNC3)OC)C=C1)C(F)(F)F 4-(4-{[4-Chloro-2-(trifluoromethyl)phenoxy]methyl}-3-methoxyphenyl)-2H,4H,5H,6H,7H-pyrazolo[3,4-b]pyridin-6-on